C(C)C1=CC=C(C=C1)N(C=1C=C2CCN([C@@H](C2=CC1)CNC1=C(C(=O)O)C=CN=C1)C)C (S)-3-(((6-((4-ethylphenyl)(methyl)amino)-2-methyl-1,2,3,4-tetrahydro-isoquinolin-1-yl)methyl)amino)isonicotinic acid